(R)-N-((1R,2R)-1-(4-cyclopropoxyphenyl)-1-hydroxy-3-(pyrrolidin-1-yl)propan-2-yl)-1-(4-fluorophenyl)pyrrolidine-3-carboxamide C1(CC1)OC1=CC=C(C=C1)[C@H]([C@@H](CN1CCCC1)NC(=O)[C@H]1CN(CC1)C1=CC=C(C=C1)F)O